3-((4-(4-((4,4-difluoro-1,2,3,4-tetrahydroisoquinolin-5-yl)methyl)piperidin-1-yl)-3-fluorophenyl)amino)piperidine-2,6-dione FC1(CNCC2=CC=CC(=C12)CC1CCN(CC1)C1=C(C=C(C=C1)NC1C(NC(CC1)=O)=O)F)F